N(=[N+]=[N-])[C@H]1[C@H]2O[C@@H]([C@H]([C@@H]1O)O)CO2 1,6-Anhydro-2-azido-2-deoxy-β-D-glucopyranose